C(C)OP(=O)(OCC)CC(=O)O 2-diethoxyphosphorylacetic acid